C(C1=CC=CC=C1)OC1=CC=2N(C=C1)N=CC2[C@@H]2CC[C@H](CC2)C(F)F 5-(benzyloxy)-3-(trans-4-(difluoromethyl)cyclohexyl)pyrazolo[1,5-a]pyridine